(2R)-2-amino-2-[3-(trifluoromethyl)phenyl]ethanol N[C@@H](CO)C1=CC(=CC=C1)C(F)(F)F